C(CCC(=O)[O-])CCC(=O)[O-] The molecule is a dicarboxylic acid dianion obtained by the deprotonation of both the carboxy groups of pimelic acid. It is a dicarboxylic acid dianion and a pimelate. It is a conjugate base of a pimelate(1-).